6-CHLORO-4-METHOXY-PYRIDINE-2-CARBALDEHYDE ClC1=CC(=CC(=N1)C=O)OC